5-[5-[(1S,2R)-2-isopropylcyclopropyl]-6-methyl-pyridazin-3-yl]-1H-pyrimidine-2,4-dione hemihydrate O.C(C)(C)[C@@H]1[C@H](C1)C=1C=C(N=NC1C)C=1C(NC(NC1)=O)=O.C(C)(C)[C@@H]1[C@H](C1)C=1C=C(N=NC1C)C=1C(NC(NC1)=O)=O